N-([1,1'-biphenyl]-4-yl-2',3',4',5',6'-d5)-6-(9H-carbazol-9-yl-d8)dibenzo[b,d]furan-4-amine C1(=CC=C(C=C1)NC1=CC=CC2=C1OC1=C2C=CC=C1N1C2=C(C(=C(C(=C2C=2C(=C(C(=C(C12)[2H])[2H])[2H])[2H])[2H])[2H])[2H])[2H])C1=C(C(=C(C(=C1[2H])[2H])[2H])[2H])[2H]